ClC1=CC(=C(COC2=CC=CC(=N2)C2CCN(CC2)CC2=NC3=C(N2[C@@H](COC)C)C=C(C=C3)C(=O)O)C=C1)F 2-[(4-{6-[(4-chloro-2-fluorobenzyl)oxy]pyridin-2-yl}piperidin-1-yl)methyl]-1-[(2R)-1-methoxypropan-2-yl]-1H-benzimidazole-6-carboxylic acid